C(=C)[Si](OCC(OC)OC)(OCC(OC)OC)OCC(OC)OC vinyltris(dimethoxyethoxy)silane